1-(cyclopropyl-methyl)-1H-indol-6-amine C1(CC1)CN1C=CC2=CC=C(C=C12)N